C(\C=C\C1=CC=CC=C1)(=O)SCCNC(CCNC([C@@H](C(COP(OP(OC[C@@H]1[C@H]([C@H]([C@@H](O1)N1C=NC=2C(N)=NC=NC12)O)OP(=O)(O)O)(=O)O)(=O)O)(C)C)O)=O)=O (E)-cinnamoyl-CoA